C1(C(CCC=CCCCC)O1)=O 5-epoxy-(2E)-decenal